BrC=1C(=C(OC2CC3(C2)CCNCC3)C=CC1)C 2-(3-bromo-2-methyl-phenoxy)-7-azaspiro[3.5]nonane